8-(4-neopentylpyridin-2-yl)benzofuro[2,3-b]pyridine C(C(C)(C)C)C1=CC(=NC=C1)C1=CC=CC2=C1OC1=NC=CC=C12